Di-n-hexyl 2,3-diisopropylmaleate C(C)(C)/C(/C(=O)OCCCCCC)=C(/C(=O)OCCCCCC)\C(C)C